para-toluenesulfonate monohydrate O.CC1=CC=C(C=C1)S(=O)(=O)O